3-butyl-3-hydroperoxyisobenzofuran C(CCC)C1(OCC2=CC=CC=C12)OO